C(C=C)(=O)N1CC2=C(C=CC=C2CC1)C1=C2C(=C(NC2=C(C=C1F)C(=O)N)C)C (RS)-4-(2-acryloyl-1,2,3,4-tetrahydroisoquinolin-8-yl)-5-fluoro-2,3-dimethyl-1H-indole-7-carboxamide